1-[5-phenyl-2-(pyridin-2-yl)thieno[2,3-d]pyrimidin-4-yl]-4-(pyridin-2-yl)piperazine C1(=CC=CC=C1)C1=CSC=2N=C(N=C(C21)N2CCN(CC2)C2=NC=CC=C2)C2=NC=CC=C2